2-(5-((3-ethoxypyridin-2-yl)oxy)pyridin-3-yl)-N-((3S,5S)-5-fluoropiperidin-3-yl)pyrimidine-5-carboxamide hydrochloride Cl.C(C)OC=1C(=NC=CC1)OC=1C=C(C=NC1)C1=NC=C(C=N1)C(=O)N[C@@H]1CNC[C@H](C1)F